C1(CCCCCC1)[C@@H](C(=O)NC1=C(C=C(C=C1)C1(CC1)C(C(=O)N1CCN(CC1)C)NC(CC)=O)F)NC(OC(C)(C)C)=O tert-butyl ((1S)-1-cycloheptyl-2-((2-fluoro-4-(1-(2-(4-methylpiperazin-1-yl)-2-oxo-1-propionamidoethyl)cyclopropyl)phenyl)amino)-2-oxoethyl)carbamate